(±)-1-Fluoro-6,7,8,9-tetrahydro-5H-5,8-epiminobenzo[7]annulene FC1=CC=CC2=C1CC1CCC2N1